N1CCCCCC1 perhydroazepine